4,5,7-naphthalenetricarboxylic acid C1=CC=C(C=2C(=CC(=CC12)C(=O)O)C(=O)O)C(=O)O